COCCOC1=C(C=C2C=CN(C2=C1)C(NC)=O)OC1=CC=NC=C1 4-{[6-(2-methoxyethoxy)-1-(methylcarbamoyl)-1H-indol-5-yl]oxy}pyridine